tert-Butyl 7,8-dichloro-3-oxo-2,3-dihydrocyclopenta[b]indole-4(1H)-carboxylate ClC1=C(C=2C3=C(N(C2C=C1)C(=O)OC(C)(C)C)C(CC3)=O)Cl